FC=1C=C2N(CCN(C2=CC1)C(CCN1CC(CC1)O)=O)C1=CC=C(C=C1)F 1-(6-fluoro-4-(4-fluorophenyl)-3,4-Dihydroquinoxalin-1(2H)-yl)-3-(3-hydroxypyrrolidin-1-yl)propan-1-one